O=C1N(CC2=CC(=CC=C12)OC1C(CCC1)N1CC(C1)C=1C=NC=C(C1)C(F)(F)F)C1C(NC(CC1)=O)=O 3-(1-oxo-5-((2-(3-(5-(trifluoromethyl)pyridin-3-yl)azetidin-1-yl)cyclopentyl)oxy)isoindolin-2-yl)piperidine-2,6-dione